OC1N(CC2(C1)CCOCC2)C(=O)[O-] 3-hydroxy-8-oxa-2-azaspiro[4.5]decane-2-carboxylate